NC1(C=C(CC(=C1)N)C(=O)O)C(CCCC)OC1=CC=C(C=C1)\C=C\C(C1=CC=C(C=C1)C1=CC=C(C=C1)CCC)=O 3,5-Diamino-3-[1-[4-[(E)-3-oxo-3-[4-(4-propylphenyl)phenyl]prop-1-enyl]phenoxy]pentyl]cyclohexa-1,4-diene-1-carboxylic acid